C(N)(=O)N1CCCC1=O 1-carbamoyl-5-oxo-pyrrolidine